F[C@H]1[C@H](C1)C(=O)N (1R,2R)-2-fluorocyclopropanecarboxamide